NCC1=C(C=C(N)C=C1)C(F)(F)F 4-(aminomethyl)-3-(trifluoromethyl)aniline